N-(2-(4-((1S,4S)-2-oxa-5-azabicyclo[2.2.1]heptane-5-yl)piperidine-1-yl)-4-methoxy-5-((6-((R)-3-(2,3,6-trifluorophenyl)isoxazolidine-2-yl)pyrimidine-4-yl)amino)phenyl)acrylamide [C@@H]12OC[C@@H](N(C1)C1CCN(CC1)C1=C(C=C(C(=C1)OC)NC1=NC=NC(=C1)N1OCC[C@@H]1C1=C(C(=CC=C1F)F)F)NC(C=C)=O)C2